monobutyl furandicarboxylate O1C(=C(C=C1)C(=O)[O-])C(=O)OCCCC